ClC1=C(C=C2N=CC(NC2=C1)=O)[N+](=O)[O-] 7-chloro-6-nitro-1H-quinoxalin-2-one